ClC=1C=CC2=C(CN(S2(=O)=O)[C@@H]([C@H](C)C2=C(C(=CC=C2F)C)C)C=2OC(NN2)=O)C1 5-chloro-2-[(1S,2R)-2-(6-fluoro-2,3-dimethylphenyl)-1-(5-oxo-4H-1,3,4-oxadiazol-2-yl)propyl]-3H-1λ6,2-benzothiazole-1,1-dione